CC1(C2=CC=CC(=C2OC=2C(=CC=CC12)P(C1=CC=CC=C1)C1=CC=CC=C1)P(C1=CC=CC=C1)C1=CC=CC=C1)C (9,9-Dimethyl-9H-xanthene-4,5-diyl)bis(diphenyl-phosphane)